N5-(tert-butyl)-N7-((R)-1-methylpiperidin-3-yl)-2-(1-(tetrahydro-2H-pyran-2-yl)-1H-pyrazol-5-yl)thieno[3,2-b]pyridine-5,7-diamine C(C)(C)(C)NC1=CC(=C2C(=N1)C=C(S2)C2=CC=NN2C2OCCCC2)N[C@H]2CN(CCC2)C